ClC1=C(C(=CC=C1Cl)O)[C@@H]1C[C@H]2N(C([C@H](NC2=O)C)=O)CC1 (3R,8S,9aR)-8-(2,3-dichloro-6-hydroxyphenyl)-3-methyl-hexahydro-2H-pyrido[1,2-a]pyrazine-1,4-dione